4,5-Diphenylimidazolidin-2-one C1(=CC=CC=C1)C1NC(NC1C1=CC=CC=C1)=O